BrCC1=NC(=NO1)C1=CC(=C(C=C1)C)C 5-(bromomethyl)-3-(3,4-dimethylphenyl)-1,2,4-oxadiazole